CN1N=C(C=C1C(=O)[O-])NC(CCNC(C1=CC(=CC(=C1)C1=NOC(=N1)C)C)=O)=O 1-methyl-3-(3-(3-methyl-5-(5-methyl-1,2,4-oxadiazol-3-yl) benzoylamino) propionylamino)-1H-pyrazole-5-carboxylate